C(C)(C)(C)C=1C(=CC2=CC=C(C=C2C1)C(C)(C)C)OP(OC1=CC2=CC=C(C=C2C=C1C(C)(C)C)C(C)(C)C)OC1=CC2=CC=C(C=C2C=C1C(C)(C)C)C(C)(C)C tris(3,6-di-t-butyl-2-naphthyl)phosphite